2-[7-[[5-(trifluoromethyl)pyrazin-2-yl]amino]-2-azaspiro[3.5]nonane-2-carbonyl]-7-oxa-2,5-diazaspiro[3.4]octan-6-one FC(C=1N=CC(=NC1)NC1CCC2(CN(C2)C(=O)N2CC3(C2)NC(OC3)=O)CC1)(F)F